4-((4-isopropylpiperazine-1-yl)methyl)-N-(3-chloro-4-((6-cyanopyridin-2-yl)methoxy)phenyl)-benzamide C(C)(C)N1CCN(CC1)CC1=CC=C(C(=O)NC2=CC(=C(C=C2)OCC2=NC(=CC=C2)C#N)Cl)C=C1